dimethyl-(3-propoxy)silane 4-bromophenyl-1,4-dioxane-2-carboxylate BrC1=CC=C(C=C1)OC(=O)C1OCCOC1.C[SiH](OCCC)C